P(=O)(OC(C)=O)(OC(CC[C@H](N)C(=O)O)=O)[O-] acetyl gamma-glutamyl phosphate